(R)- or (S)-camphorsulfonic acid [C@@]12(C(=O)CC(CC1)C2(C)C)CS(=O)(=O)O |o1:0|